NC=1SC2=C(N1)C=CC(=C2)C(=O)N2CC1(CC2)C(NC(CC1)=O)=O 2-(2-aminobenzo[d]thiazole-6-carbonyl)-2,7-diazaspiro[4.5]decane-6,8-dione